(1R,3S)-3-(((5-(3-((R)-1-(5-(azetidin-3-ylamino)-2-methylbenzamido)ethyl)phenyl)thiophen-2-yl)methyl)amino)cyclopentane-1-carboxylic acid N1CC(C1)NC=1C=CC(=C(C(=O)N[C@H](C)C=2C=C(C=CC2)C2=CC=C(S2)CN[C@@H]2C[C@@H](CC2)C(=O)O)C1)C